C(=O)(O)CC1=CC=C(CN2C(=NC3=C2C=CC=C3C3=CC=C(C=C3)C=3CCCCC3)C3=CC=C(C=C3)CC(=O)O)C=C1 2-(4-(1-(4-(carboxymethyl)benzyl)-4-(2',3',4',5'-tetrahydro-[1,1'-biphenyl]-4-yl)-1H-benzo[d]imidazol-2-yl)phenyl)acetic acid